3,5-dichlorophenylhydantoin ClC=1C=C(C=C(C1)Cl)N1C(=O)NC(=O)C1